4',5,7-Trihydroxyisoflavone OC1=CC=C(C2=COC3=CC(=CC(=C3C2=O)O)O)C=C1